Cl.NC1CCN(CC1)C1=CC(=C(C(=N1)C1=CC(=C(C#N)C=C1)F)CN1CCOCC1)O 4-(6-(4-aminopiperidin-1-yl)-4-hydroxy-3-(morpholinomethyl)pyridin-2-yl)-2-fluorobenzonitrile hydrochloride